ClC=1C=C(OCC=2C=C3C=C(N(C3=CC2)C(=O)OC(C)(C)C)C(=O)OCC)C=CC1Cl 1-(Tert-butyl) 2-ethyl 5-((3,4-dichlorophenoxy) methyl)-1H-indole-1,2-dicarboxylate